F[C@H]1C[C@@H](N2N=C(N=C21)C(CC)=O)C2=CC=CC=C2 |r| 1-[rac-(5r,7s)-7-fluoro-5-phenyl-6,7-dihydro-5H-pyrrolo[1,2-b][1,2,4]triazol-2-yl]propan-1-one